Iron (III) tris(dodecanoic acid) C(CCCCCCCCCCC)(=O)O.C(CCCCCCCCCCC)(=O)O.C(CCCCCCCCCCC)(=O)O.[Fe+3]